4-((7-chloroimidazo[4,5-b]pyridin-1-yl)methyl)phenylboronic acid ClC1=C2C(=NC=C1)N=CN2CC2=CC=C(C=C2)B(O)O